Cl.C12CN(CC(CC1)N2)C2=C1C(=NC=C2F)NC(=C1)C1=CC(=NC=C1)OC 4-(3,8-diazabicyclo[3.2.1]oct-3-yl)-5-fluoro-2-(2-methoxypyridin-4-yl)-1H-pyrrolo[2,3-b]pyridine hydrochloride